NC1=C(C(=O)NC2=CC(=CC=C2)C#CC(C)(C)O)C=C(C=N1)C1=CC(=C2CCN(CC2=C1)C)C 2-amino-5-(2,5-dimethyl-1,2,3,4-tetrahydroisoquinolin-7-yl)-N-(3-(3-hydroxy-3-methylbut-1-yn-1-yl)phenyl)nicotinamide